NC1=C(C=C(C=C1)S(=O)(=O)C=1C=C(C=CC1)N1C2CN(C2CCC1)C=1C=C2CN(C(C2=CC1)=O)C1C(N(C(CC1)=O)COCC[Si](C)(C)C)=O)F 3-(5-{2-[3-(4-Amino-3-fluorobenzenesulfonyl)phenyl]-2,7-diazabicyclo[4.2.0]octan-7-yl}-1-oxo-3H-isoindol-2-yl)-1-{[2-(trimethylsilyl)ethoxy]methyl}piperidine-2,6-dione